CN1C(CCC1)CCN N-methyl-2-(2-aminoethyl)-pyrrolidine